IC=1C(=NC=C(N1)C1=CC=C(C=C1)O[Si](C)(C)C(C)(C)C)N 3-Iodo-5-[4-(tert-butyldimethylsilyloxy)phenyl]pyrazin-2-amine